(5R)-2-(5-chloro-2,3-dihydro-1H-indene-1-carbonyl)-9,9-dimethyl-8-oxo-2-azaspiro[4.5]dec-6-ene-7-carbonitrile ClC=1C=C2CCC(C2=CC1)C(=O)N1C[C@]2(CC1)C=C(C(C(C2)(C)C)=O)C#N